C1(CC1)C1=NN(C(=C1)C(F)(F)F)CC(=O)N1[C@@H]([C@@H](CC1)NC(=O)C1=NC(=CN=C1)C)C1=C(C(=CC=C1)OC([2H])([2H])[2H])C N-[(2R,3R)-1-[2-[3-Cyclopropyl-5-(trifluoromethyl)pyrazol-1-yl]acetyl]-2-[2-methyl-3-(trideuteriomethoxy)phenyl]pyrrolidin-3-yl]-6-methyl-pyrazine-2-carboxamide